8-(2-((3-chloro-4-((3-fluorobenzyl)oxy)phenyl)amino)-5-methylpyrimidin-4-yl)-2,8-diazaspiro[4.5]decan-1-one ClC=1C=C(C=CC1OCC1=CC(=CC=C1)F)NC1=NC=C(C(=N1)N1CCC2(CCNC2=O)CC1)C